NC1CN(CCC1)C1=C2C(=NC=C1)N(C(=N2)C2=CC(=C(C#N)C=C2)F)C2=CC=CC=C2 4-(7-(3-aminopiperidine-1-yl)-3-phenyl-3H-imidazo[4,5-b]pyridin-2-yl)-2-fluorobenzonitrile